1H,4H,7H,8H-pyrrolo[2,3-c]azepin-8-one N1C=CC2=C1C(NC=CC2)=O